FC1=CC=C(C=C1)C1=NOC(=C1COC1=CC=C(N=N1)N1C(C=2N(CC1)C=CN2)=O)C 7-(6-((3-(4-fluorophenyl)-5-methylisoxazol-4-yl)methoxy)pyridazin-3-yl)-6,7-dihydroimidazo[1,2-a]pyrazin-8(5H)-one